N,N-dimethyl-4-(pyrrolidin-1-yl)quinazolin-2-amine CN(C1=NC2=CC=CC=C2C(=N1)N1CCCC1)C